FC(C1=NC=CC(=C1)C=1C=NN(C1)CC(=O)NC1=NC=C(C=C1)C1=NC=CN=C1)F 2-[4-[2-(difluoromethyl)-4-pyridyl]pyrazol-1-yl]-N-(5-pyrazin-2-yl-2-pyridyl)acetamide